(3-(3-(6-fluoronaphthalen-1-yl)azetidin-1-yl)-5-(methoxymethyl)-4H-1,2,4-triazol-4-yl)-2-methoxypyridine hydrochloride Cl.FC=1C=C2C=CC=C(C2=CC1)C1CN(C1)C1=NN=C(N1C=1C(=NC=CC1)OC)COC